FCC12C=C(CC(C=C1)(O2)CF)C2=CC=C(C(=N2)C2=CCC(CC2)(C)C)NC(=O)C=2N(C=C(N2)C#N)COCC[Si](C)(C)C N-[6-[1,5-bis(fluoromethyl)-8-oxabicyclo[3.2.1]octa-2,6-dien-3-yl]-2-(4,4-dimethylcyclohexen-1-yl)-3-pyridyl]-4-cyano-1-(2-trimethylsilylethoxymethyl)imidazole-2-carboxamide